C1(=CC=CC=C1)S(=O)(=O)NC(C(=O)O)CC1=CC(=CC=C1)C#N 2-benzenesulfonamido-3-(3-cyanophenyl)propanoic acid